5-(3-ethyl-2-methyl-3H-imidazo[4,5-b]pyridin-5-yl)-N-(trans-3-(4-methylpiperazin-1-yl)cyclobutyl)pyrrolo[2,1-f][1,2,4]triazin-2-amine C(C)N1C(=NC=2C1=NC(=CC2)C=2C=CN1N=C(N=CC12)N[C@@H]1C[C@H](C1)N1CCN(CC1)C)C